(S)-5-cyclopropyl-5-(3-((R)-5,6-dichloro-1-methylisoindolin-2-yl)-3-oxopropyl)imidazolidine-2,4-dione C1(CC1)[C@]1(C(NC(N1)=O)=O)CCC(=O)N1[C@@H](C2=CC(=C(C=C2C1)Cl)Cl)C